C(C)OC(=O)C1=C(NC(=C(C1)C(=O)OCC)C)C 1,4-dihydro-2,6-dimethyl-3,5-pyridinedicarboxylic acid diethyl ester